CO[C@@H]1C[C@H](CC1)C1=NC2=CC=C(C=C2C=C1)CO (2-((1S,3s)-3-methoxycyclopentyl)quinolin-6-yl)methanol